BrC=1C(=NN(C1C=1C=NC(=CC1)F)C1=C(C=CC=C1)F)O[C@H](C(=O)OCC)OCC |r| Ethyl (2RS)-{[4-bromo-1-(2-fluorophenyl)-5-(6-fluoropyridin-3-yl)-1H-pyrazol-3-yl]oxy}(ethoxy)-acetate